N-(2-(N,N-bis(2,4-dimethoxybenzyl)sulfamoyl)pyridin-4-yl)-2-(4,4-difluoro-3-methylpiperidin-1-yl)-5-methyl-5,6,7,8-tetrahydroquinoline COC1=C(CN(S(=O)(=O)C2=NC=CC(=C2)N2C(C=CC=3C(CCCC23)C)N2CC(C(CC2)(F)F)C)CC2=C(C=C(C=C2)OC)OC)C=CC(=C1)OC